OC=1C(=NC=C(C1)C=1C=NN2C1CCCC2)C(=O)NCC(C(=O)O)(C)C 3-(3-hydroxy-5-(4,5,6,7-tetrahydropyrazolo[1,5-a]pyridin-3-yl)picolinamido)-2,2-dimethylpropanoic acid